C(C)(C)C1=C(NC2=CC=C(C=C12)C1CCN(CC1)CC(=O)N(C)C)C=1C=C(C=2N(C1)N=NC2)C 2-(4-(3-Isopropyl-2-(4-methyl-[1,2,3]triazolo[1,5-a]pyridin-6-yl)-1H-indol-5-yl)piperidin-1-yl)-N,N-dimethylacetamid